cyclohexylsulfonyl-(2-fluorophenylsulfonyl)diazomethane C1(CCCCC1)S(=O)(=O)C(=[N+]=[N-])S(=O)(=O)C1=C(C=CC=C1)F